trans-rac-2,2-Dichloro-N-(4-chloro-3-(3,3,3-trifluoro-2-methylpropanamido)phenyl)-3-(3,5-dichlorophenyl)cyclopropane-1-carboxamide ClC1([C@H]([C@@H]1C1=CC(=CC(=C1)Cl)Cl)C(=O)NC1=CC(=C(C=C1)Cl)NC([C@H](C(F)(F)F)C)=O)Cl |&1:24|